(R)-(1-(5,6-diphenyl-pyrazin-2-yl)pyrrolidine-2-yl)methanol C1(=CC=CC=C1)C=1N=CC(=NC1C1=CC=CC=C1)N1[C@H](CCC1)CO